(9E)-10-[3-fluoro-bicyclo[1.1.1]Pent-1-yl]Dec-9-enoic acid FC12CC(C1)(C2)/C=C/CCCCCCCC(=O)O